ethyl 3-(3,4-dimethylphenyl)-3-oxopropionate CC=1C=C(C=CC1C)C(CC(=O)OCC)=O